BrC1=CC=C(C=C1)CCCCOCCCCC1=CC=C(C=C1)Br 4-bromophenylbutyl ether